4-(cyanomethyl)-4-methylmorpholinium C(#N)C[N+]1(CCOCC1)C